2-[2-(2-morpholin-4-yl-ethoxy)-benzyl]-9-(tetrahydro-furan-2-ylmethyl)-1,9-dihydro-purin-6-one N1(CCOCC1)CCOC1=C(CC=2NC(C=3N=CN(C3N2)CC2OCCC2)=O)C=CC=C1